2-methyl-5-(3-(piperidin-1-yl)azetidin-1-yl)benzoic acid CC1=C(C(=O)O)C=C(C=C1)N1CC(C1)N1CCCCC1